C(O)C(CC[2H])(CO)CO Trimethylolpropan-d